(S)-2-amino-4-((2-(3-methoxyphenoxy)benzyl)(2-((3-methylbenzyl)oxy)benzyl)amino)butanoic acid N[C@H](C(=O)O)CCN(CC1=C(C=CC=C1)OCC1=CC(=CC=C1)C)CC1=C(C=CC=C1)OC1=CC(=CC=C1)OC